N-[(5-chlorothiophen-2-yl)methyl]-3-[1-(2-cyclopropoxyethyl)piperidin-4-yl]-1H-pyrazol-5-amine ClC1=CC=C(S1)CNC1=CC(=NN1)C1CCN(CC1)CCOC1CC1